6-methyl-4-oxo-1-phenyl-N-(prop-2-yn-1-yl)-1,4-dihydropyridazine-3-carboxamide CC1=CC(C(=NN1C1=CC=CC=C1)C(=O)NCC#C)=O